COC1=CC=C(C=C1)/C=C/C(=O)OC1=C(C=C(C=C1OC)/C=N/C1=CC=C(C=C1)O)Cl (E)-2-chloro-4-((E)-(4-hydroxyphenylimino)methyl)-6-methoxyphenyl 3-(4-methoxyphenyl)acrylate